C(C1=CC=CC=C1)OC=1C=C2C=CC(=CC2=C(C1N1S(NC(C1)=O)(=O)=O)F)OC[C@@H]1CN(CC1)CC(=O)OC(C)(C)C tert-butyl 2-[(3S)-3-[[6-benzyloxy-8-fluoro-7-(1,1,4-trioxo-1,2,5-thiadiazolidin-2-yl)-2-naphthyl]oxymethyl]pyrrolidin-1-yl]acetate